O=C1N(CCCC1NC(=O)NC1=CC=C(C=C1)C)C1=C(C(=CC=C1)C1=CC=CC=C1)C(=O)N (2-oxo-3-(3-(p-tolyl)ureido)piperidin-1-yl)-[1,1'-biphenyl]-2-carboxamide